(7-methylquinoxalin-6-yl)-5-(tetrahydropyran-4-yl)-5,6-dihydroimidazo[1,2-f]pteridine CC1=C(C=C2N=CC=NC2=C1)C1=NC=NC=2N(CC=3N(C12)C=CN3)C3CCOCC3